methyl 2-[3-[[1-(2-fluoroethyl)-4-[[4-(trifluoromethyl)phenyl]methyl]indole-3-carbonyl]amino]-1-bicyclo[1.1.1]pentanyl]acetate FCCN1C=C(C2=C(C=CC=C12)CC1=CC=C(C=C1)C(F)(F)F)C(=O)NC12CC(C1)(C2)CC(=O)OC